N,N1,N2-Tridodecyl-N2-(2-(piperazin-1-yl)ethyl)ethane-1,2-diamine C(CCCCCCCCCCC)N(CCN(CCN1CCNCC1)CCCCCCCCCCCC)CCCCCCCCCCCC